C(C)OC1=CC(=NC(=C1)N1C(CCCC1)CC)C(=O)NC1=CC(=C(C(=O)O)C=C1)C 4-(4-ethoxy-6-(2-ethylpiperidin-1-yl)pyridinamido)-2-methylbenzoic acid